tert-butyl 4-[4-[2-(3-hydroxy-phenoxy)ethoxy]-1-piperidyl]benzoate OC=1C=C(OCCOC2CCN(CC2)C2=CC=C(C(=O)OC(C)(C)C)C=C2)C=CC1